ClC=1C=C(C=CC1F)N(S(=O)(=O)CCCN1CCCC1)CC1=NC=C(C=C1)C(=O)NN N-(3-chloro-4-fluorophenyl)-N-((5-(hydrazinecarbonyl)pyridin-2-yl)methyl)-3-(pyrrolidin-1-yl)propane-1-sulfonamide